Cl.NC(C(=O)OCN1N=CC(=C1)C=1SC=C(N1)C(NC=1C(=NN(C1)C1CCC(CC1)OCC)C1=NC(=CC=C1F)F)=O)(C)C (4-(4-((3-(3,6-difluoropyridin-2-yl)-1-((1r,4r)-4-ethoxycyclohexyl)-1H-pyrazol-4-yl)carbamoyl)thiazol-2-yl)-1H-pyrazol-1-yl)methyl 2-amino-2-methylpropanoate hydrochloride